FC1=C(C=C(C=C1)F)C(CF)C=1C=C2C(=NNC2=CC1)NC(C1=C(C=C(C=C1)N1CCN(CC1)C)NC1CCOCC1)=O N-(5-(1-(2,5-difluorophenyl)-2-fluoroethyl)-1H-indazol-3-yl)-4-(4-methylpiperazin-1-yl)-2-((tetrahydro-2H-pyran-4-yl)amino)benzamide